6-iodo-1,2,4-triazine-3,5(2H,4H)-dione IC=1C(NC(NN1)=O)=O